NC=1C=C2CCN(C(C2=CC1)=O)CCCCC 6-amino-2-pentyl-3,4-dihydroisoquinolin-1(2H)-one